[C@H]12CNC[C@H]([C@@H](C1)O)C2 (1R,5R,6R)-3-azabicyclo[3.2.1]octan-6-Ol